(6-methyl-3-triisopropylsilyloxy-1-naphthyl) trifluoromethanesulfonate FC(S(=O)(=O)OC1=CC(=CC2=CC(=CC=C12)C)O[Si](C(C)C)(C(C)C)C(C)C)(F)F